C(=O)O.NCCC[C@H](C(C)C)N1CC2(C1)CN(CC2)C=2N=CN=NC2OC2=C(C(=O)N(C(C)C)CC)C=C(C=C2)F (R)-2-((5-(2-(6-amino-2-methylhexan-3-yl)-2,6-diazaspiro[3.4]octan-6-yl)-1,2,4-triazin-6-yl)oxy)-N-ethyl-5-fluoro-N-isopropylbenzamide formate